C(C=C)(=O)N1CCN(CC1)C1=C(C(N(C2=NC(=C(C=C12)Cl)C1=C(C(=C(C(=C1F)F)F)N)Cl)C=1C(=NC=CC1C)C(C)C)=O)C#N (M)-4-(4-propenoylpiperazin-1-yl)-7-(3-amino-2-chloro-4,5,6-trifluorophenyl)-6-chloro-1-(2-isopropyl-4-methylpyridin-3-yl)-2-oxo-1,2-dihydro-1,8-naphthyridine-3-carbonitrile